7-acetoxyheptyltriphenylphosphine bromide [Br-].C(C)(=O)OCCCCCCCC1=C(C=CC=C1)P(C1=CC=CC=C1)C1=CC=CC=C1